1-cyano-N-(4-methyl-3-(pyrrolo[2,1-f][1,2,4]triazin-2-yl)phenyl)-6-azabicyclo[3.1.1]heptane-6-carboxamide C(#N)C12CCCC(N1C(=O)NC1=CC(=C(C=C1)C)C1=NN3C(C=N1)=CC=C3)C2